C1=C(C=CC2=CC=CC=C12)CCS(=O)(=O)N(C)C 2-(2-naphthyl)-N,N-dimethylaminosulfonyl-ethane